(3S,4S)-tert-butyl 4-((5-cyclopropyl-3-(2-(trifluoromethoxy)phenyl)isoxazol-4-yl)methoxy)-3-fluoropiperidine-1-carboxylate C1(CC1)C1=C(C(=NO1)C1=C(C=CC=C1)OC(F)(F)F)CO[C@@H]1[C@H](CN(CC1)C(=O)OC(C)(C)C)F